carbonyl-hexaazabenzophenanthrenelaurylamine C(=O)=NCCCCCCCCCCCCC=1C=2C=3C=CC=CC3C3=C(C2N=NN1)N=NN=C3